ClCC(=O)N(C=1SC=C(N1)C)C 2-chloro-N-methyl-N-(4-methylthiazol-2-yl)acetamide